C1(=CC=CC=C1)[C@H]1CC[C@H](CC1)OC[C@@H]1N(CCC[C@@H]1NS(=O)(=O)C)C1=NC=NS1 N-((CIS)-2-((((CIS)-4-phenylcyclohexyl)oxy)methyl)-1-(1,2,4-thiadiazol-5-yl)piperidin-3-yl)methanesulfonamide